C(C)OP(=O)(OCC)CC1=CC=2C(C3=CC(=CC=C3C2C=C1)CP(=O)(OCC)OCC)(CCCCCC)CCCCCC 2,7-bis(diethoxyphosphoryl-methyl)-9,9-dihexylfluorene